N1CCCC2=C1C=CC=C2 benzopiperidine